FC=1C=C(C=CC1)[C@@H]1N(CCC1)C=1C=CC=2N(N1)C(=CN2)C2=CC=CC(=N2)N2CCN(CC2)CC(=O)OC(C)(C)C tert-butyl (R)-2-(4-(6-(6-(2-(3-fluoro phenyl) pyrrolidin-1-yl)imidazo[1,2-b]pyridazin-3-yl)pyridin-2-yl)piperazin-1-yl)acetate